OCCCCCCOC1=CC=C(C=C1)C1=CC=C(C=C1)OCCCCCCO 4,4'-bis(6-hydroxyhexyloxy)biphenyl